C(C)(=O)N1C[C@H](N(CC1)C([C@H](C(C)(C)C)NC(=O)C1=CC2=C(S1)C=CC(=C2)C(F)(F)P(O)(O)=O)=O)C(=O)N2C[C@H](CCC2)C2=CC=CC=C2 ((2-(((S)-1-((S)-4-acetyl-2-((R)-3-phenylpiperidine-1-carbonyl)piperazin-1-yl)-3,3-dimethyl-1-oxobutan-2-yl)carbamoyl)benzo[b]thiophen-5-yl)difluoromethyl)phosphonic acid